C1(CCCC1)C[C@@H](C(=O)N[C@H](C(=O)OC(C)C)CCC(C=[N+]=[N-])=O)O isopropyl (S)-2-((S)-3-cyclopentyl-2-hydroxypropanamido)-6-diazo-5-oxohexanoate